C(CCCCCCCCCCCCCCCCC)(=O)OC=C Octadecanoic acid, ethenyl ester